ClC1=NC(=CC(=C1)[C@H]1N([C@@H](COC1)CO)C(=O)OC(C)(C)C)C1=CC=2N(C=C1)C=CN2 tert-butyl (3R,5R)-3-(2-chloro-6-(imidazo[1,2-a]pyridin-7-yl)pyridin-4-yl)-5-(hydroxymethyl)morpholine-4-carboxylate